N-(4-methyl-3-((3-(8-methyl-9-(tetrahydro-2H-pyran-2-yl)-9H-purin-6-yl)pyridin-2-yl)amino)phenyl)-5-(2-((tetrahydro-2H-pyran-2-yl)oxy)ethoxy)-4-(trifluoromethyl)picolinamide CC1=C(C=C(C=C1)NC(C1=NC=C(C(=C1)C(F)(F)F)OCCOC1OCCCC1)=O)NC1=NC=CC=C1C1=C2N=C(N(C2=NC=N1)C1OCCCC1)C